4-Hydroxyamphetamine OC1=CC=C(CC(N)C)C=C1